NC1=CC=C(N=N1)C1CCN(CC1)C(=O)C1=CC(=C(C=C1)C=1C=NC(=CC1)OCC1CC1)OC [4-(6-Amino-pyridazin-3-yl)-piperidin-1-yl]-[4-(6-cyclopropylmethoxy-pyridin-3-yl)-3-methoxy-phenyl]-methanone